NC=1C=CC(=C(C1)C=1CCN(CC1)C(=O)OC(C)(C)C)F tert-butyl 4-(5-amino-2-fluorophenyl)-3,6-dihydropyridine-1(2H)-carboxylate